1-(9-amino-6,7-dichloro-10-(1H-pyrazol-4-yl)-3,4-dihydropyrazino[1,2-a]indol-2(1H)-yl)ethan-1-one 2,2,2-trifluoroacetate FC(C(=O)O)(F)F.NC=1C=2C(=C3N(C2C(=C(C1)Cl)Cl)CCN(C3)C(C)=O)C=3C=NNC3